(rac)-(2s,4s)-2-(1-(3-Methyl-4-(trifluoromethyl)phenyl)-3-azabicyclo[3.1.0]hexane-3-carbonyl)-7-oxa-5-azaspiro[3.4]octan-6-one CC=1C=C(C=CC1C(F)(F)F)C12CN(CC2C1)C(=O)C1CC2(C1)NC(OC2)=O